ClC=1C=C(C=CC1)[C@H]1[C@@H](C1)C(=O)N[C@@H](C)C=1N=NN(C1)CC=1N=C2N(C=C(C=C2)C2CC2)C1 |&1:7,8,o1:13| rac-(1R*,2R*)-2-(3-chlorophenyl)-N-((S*)-1-(1-((6-cyclopropylimidazo[1,2-a]pyridin-2-yl)methyl)-1H-1,2,3-triazol-4-yl)ethyl)cyclopropane-1-carboxamide